ClCC(=O)NCCCNC1=NC=2CCCCC2C(=N1)NC1CCN(CC1)C1CCCCC1 2-chloro-N-(3-((4-((1-cyclohexylpiperidin-4-yl)amino)-5,6,7,8-tetrahydroquinazolin-2-yl)amino)propyl)acetamide